ClC1=C(C=CC=C1)C=1N=C(SC1)NC(=O)C1=C(C(=O)O)C=CC=C1 ((4-(2-chlorophenyl)thiazol-2-yl)carbamoyl)benzoic acid